ethyl (E)-(4-(4-(2-(3-(hydroxyamino)-3-oxoprop-1-en-1-yl)phenyl)piperazin-1-yl)-4-oxobutyl)carbamate ONC(/C=C/C1=C(C=CC=C1)N1CCN(CC1)C(CCCNC(OCC)=O)=O)=O